N[C@@H](CCO)C(=O)O homoserin